CN1N=CC(=C1)C=1C=CC=2N(C1)N=CC2N2CCN(CC2)C2=NC=C(C=N2)CC(O)C2=CC=CC=C2 2-(2-(4-(6-(1-methyl-1H-pyrazol-4-yl)pyrazolo[1,5-a]pyridin-3-yl)piperazin-1-yl)pyrimidin-5-yl)-1-phenylethan-1-ol